(3-((4-chloro-2-methoxybenzyl)oxy)-4-fluorophenyl)-1,2,3,6-tetrahydropyridine HCl salt Cl.ClC1=CC(=C(COC=2C=C(C=CC2F)N2CCC=CC2)C=C1)OC